cis-3-[(4-fluorophenoxy)methyl]-4-methyl-2-[2-methyl-5-(6-methylpyridin-2-yl)-1,3-thiazole-4-carbonyl]-2-azabicyclo[3.1.1]heptane FC1=CC=C(OCC2N(C3CC(C2C)C3)C(=O)C=3N=C(SC3C3=NC(=CC=C3)C)C)C=C1